2-((S)-2-((R)-1-(2-(2,5-dichlorobenzamido)acetamido)-3-methylbutyl)-4-(dimethylcarbamoyl)-6-oxo-1,3,2-dioxaborinan-4-yl)acetic acid ClC1=C(C(=O)NCC(=O)N[C@@H](CC(C)C)B2OC(C[C@](O2)(C(N(C)C)=O)CC(=O)O)=O)C=C(C=C1)Cl